methyl 3-(4-(3,4-difluoro-2-(trifluoromethyl)phenyl)piperidine-1-carbonyl)-1,4,6,7-tetrahydro-5H-pyrazolo[4,3-c]pyridine-5-carboxylate FC=1C(=C(C=CC1F)C1CCN(CC1)C(=O)C1=NNC2=C1CN(CC2)C(=O)OC)C(F)(F)F